2-chloro-9,10-di(isobutoxy)anthracene ClC1=CC2=C(C3=CC=CC=C3C(=C2C=C1)OCC(C)C)OCC(C)C